(S)-4-(3-(6-(trifluoromethyl)pyridazin-3-yloxy)pyrrolidin-1-yl)biphenyl-3-carbonitrile FC(C1=CC=C(N=N1)O[C@@H]1CN(CC1)C1=C(C=C(C=C1)C1=CC=CC=C1)C#N)(F)F